(3-chloro-2-hydroxypropyl)dodecyldimethylammonium chloride [Cl-].ClCC(C[N+](C)(C)CCCCCCCCCCCC)O